triethoxymethyl-silicon C(C)OC(OCC)(OCC)[Si]